Dimethyl 1-bromo-4-methyl-3-[[1-[(2-methylpropan-2-yl)oxycarbonyl]-5-oxopiperazin-2-yl] methoxy]-5,7-dihydrocyclopenta[c]pyridine-6,6-dicarboxylate BrC1=NC(=C(C2=C1CC(C2)(C(=O)OC)C(=O)OC)C)OCC2N(CC(NC2)=O)C(=O)OC(C)(C)C